C(C)(=O)N1C(N(CC12CCC(CC2)(C2=CC=CC=C2)N(C)C)CC2=CC(=NC=C2)Cl)=O cis-1-acetyl-3-((2-chloropyridin-4-yl)methyl)-8-(dimethylamino)-8-phenyl-1,3-diazaspiro[4.5]decan-2-one